2,3,4,5,6-pentafluoro-3',5'-bis(trifluoromethyl)biphenyl FC1=C(C(=C(C(=C1F)F)F)F)C1=CC(=CC(=C1)C(F)(F)F)C(F)(F)F